[O-]P([O-])(=O)OP(=O)([O-])O.C(CC(O)(C(=O)O)CC(=O)O)(=O)O.[Fe+3] Ferric Citrate Pyrophosphate